C(C=C)(=O)OCCCCCC[Si](OC)(C)C acryloyloxyhexyl-dimethyl-monomethoxysilane